(3R)-3-amino-7-(5-tert-butyl-1,3,4-oxadiazol-2-yl)-8-fluoro-1-methylimino-1-oxo-5-[[4-(trifluoromethoxy)phenyl]methyl]-2,3-dihydro-1λ6,5-benzothiazepin-4-one N[C@H]1CS(C2=C(N(C1=O)CC1=CC=C(C=C1)OC(F)(F)F)C=C(C(=C2)F)C=2OC(=NN2)C(C)(C)C)(=O)=NC